NC(C[N+](C)(C)CC(=O)NC1CCN(CC1)C(C1=C(C=C(C=C1)NC(=O)C=1N(C(=CN1)C1=C(C(=C(C=C1)OC)F)F)C)Cl)=O)=O (2-amino-2-oxo-ethyl)-[2-[[1-[2-chloro-4-[[5-(2,3-difluoro-4-methoxy-phenyl)-1-methyl-imidazole-2-carbonyl]amino]benzoyl]-4-piperidyl]amino]-2-oxo-ethyl]-dimethyl-ammonium